C(C)(C)(C)OC(=O)N1[C@@H](C[C@@H](C1)N1N=C(C(=C1N(C)C(=O)OC(C)(C)C)C#N)C#C)CF.CO[Si](CC(C)C)(CC(C)C)OC dimethoxybis(2-methylpropyl)silane tert-butyl-(2S,4S)-4-{5-[(tert-butoxycarbonyl)(methyl)amino]-4-cyano-3-ethynylpyrazol-1-yl}-2-(fluoromethyl)pyrrolidine-1-carboxylate